FC1=C(C(=CC=C1)C(F)(F)F)COC1=CC=C(C=C1)[C@]1(CN(CC1)C(=O)C1(CCS(CC1)(=O)=O)O)S(=O)(=O)C1=CC=C(C=C1)F 4-[(3R)-3-(4-{[2-fluoro-6-(trifluoromethyl)phenyl]methoxy}phenyl)-3-(4-fluorobenzenesulfonyl)pyrrolidine-1-carbonyl]-4-hydroxy-1λ6-thiane-1,1-dione